N-{(8-hydroxy-5-nitroquinolin-7-yl)[5-(trifluoromethyl)pyridin-2-yl]methyl}pentanamide OC=1C(=CC(=C2C=CC=NC12)[N+](=O)[O-])C(NC(CCCC)=O)C1=NC=C(C=C1)C(F)(F)F